Benzophenanthren C1=C2C=3C=CC=CC3C3=C(C2=CC=C1)C=CC=C3